[IH2+].C[SH+]C dimethylsulfonium iodonium salt